S(=O)(=O)([O-])OOS(=O)(=O)[O-].[K+].[K+] potassium monopersulfate salt